Benzyl (1S,3R)-1-((tert-butoxycarbonyl) amino)-2,2-difluoro-3-methyl-8-azaspiro[4.5]decane-8-carboxylate C(C)(C)(C)OC(=O)N[C@@H]1C([C@@H](CC12CCN(CC2)C(=O)OCC2=CC=CC=C2)C)(F)F